tert-Butyl (2S,4R)-2-((4-bromothiazol-2-yl)carbamoyl)-4-fluoropyrrolidine-1-carboxylate BrC=1N=C(SC1)NC(=O)[C@H]1N(C[C@@H](C1)F)C(=O)OC(C)(C)C